(8-chloro-6-methylimidazo[1,2-a]pyrazin-2-yl)[(3R,3'R)-3'-hydroxy-1,4-dihydro-1'H,2H-spiro[isoquinoline-3,4'-piperidin]-1'-yl]methanone ClC=1C=2N(C=C(N1)C)C=C(N2)C(=O)N2C[C@H]([C@@]1(CC2)NCC2=CC=CC=C2C1)O